2-(3-(((1R,2R)-2-hydroxycyclohexyl)amino)-5-methyl-1,2,4-triazin-6-yl)naphthalen-1-ol O[C@H]1[C@@H](CCCC1)NC=1N=NC(=C(N1)C)C1=C(C2=CC=CC=C2C=C1)O